2-Methyl-5-piperidin-4-yl-7-(2-trifluoromethylbenzyl)-2,4,5,7-tetrahydro-pyrazolo[3,4-d]pyrimidin-6-one CN1N=C2N(C(N(CC2=C1)C1CCNCC1)=O)CC1=C(C=CC=C1)C(F)(F)F